1,4-dibromo-2,5-dioctyl-benzene methyl-(S)-2-(6-((1-(5-cyano-2-cyclopropylpyrimidin-4-yl)azetidin-3-yl)oxy)-2,3-dihydrobenzofuran-3-yl)acetate COC(C[C@@H]1COC2=C1C=CC(=C2)OC2CN(C2)C2=NC(=NC=C2C#N)C2CC2)=O.BrC2=C(C=C(C(=C2)CCCCCCCC)Br)CCCCCCCC